ClC=1C=C2C=NN(C2=C(C1)C1=NC=NC(=C1)OC)C 5-chloro-7-(6-methoxypyrimidin-4-yl)-1-methyl-1H-indazole